tert-butyl N-[(3S)-1-[4-[(7-fluoro-2-methyl-indazol-5-yl)carbamoyl]-2-methoxy-1,3-benzothiazol-7-yl]pyrrolidin-3-yl]-N-methyl-carbamate FC1=CC(=CC2=CN(N=C12)C)NC(=O)C1=CC=C(C2=C1N=C(S2)OC)N2C[C@H](CC2)N(C(OC(C)(C)C)=O)C